6-(tert-butoxycarbonylamino)-6-methyl-5,7-dihydro-4H-benzothiophene-2-carboxylic acid C(C)(C)(C)OC(=O)NC1(CC2=C(C=C(S2)C(=O)O)CC1)C